(s)-Ethyl 2-(tert-butoxycarbonyl(2-(1-(3-chloro-5-fluoro-2-((4-methoxyphenoxy)methyl) phenyl) ethylamino)ethyl)amino)acetate C(C)(C)(C)OC(=O)N(CC(=O)OCC)CCN[C@@H](C)C1=C(C(=CC(=C1)F)Cl)COC1=CC=C(C=C1)OC